2-[1-({tert-butoxycarbonyl}amino)cyclopropyl]Acetic acid C(C)(C)(C)OC(=O)NC1(CC1)CC(=O)O